C(=O)(OC(C)(C)C)NC=1C=CC2=C(N=CCO2)C1 6-Bocamino-2H-1,4-benzoxazin